(3-Chloro-4-fluorophenyl)-1-(6-methoxypyridin-3-yl)-1-((1-(2-(tetrahydro-2H-pyran-2-yloxy)ethyl)-1,4,5,6-tetrahydrocyclopenta[c]pyrazol-3-yl)methyl)urea ClC=1C=C(C=CC1F)NC(N(CC=1C2=C(N(N1)CCOC1OCCCC1)CCC2)C=2C=NC(=CC2)OC)=O